(1s,3r)-N1-(6-chloro-2-(trifluoromethyl)quinolin-3-yl)cyclohexane-1,3-diamine hydrochloride Cl.ClC=1C=C2C=C(C(=NC2=CC1)C(F)(F)F)N[C@@H]1C[C@@H](CCC1)N